NC=1C(=NC=C(C1)N1CC2(COC2)C1)C(=O)NCCOCCNCC(=O)N1CCN(CC1)C(C1=C(C=CC(=C1)CC1=NNC(C2=CC=CC=C12)=O)F)=O 3-amino-N-[2-[2-[[2-[4-[2-fluoro-5-[(4-oxo-3H-phthalazin-1-yl)methyl]benzoyl]piperazin-1-yl]-2-oxo-ethyl]amino]ethoxy]ethyl]-5-(2-oxa-6-azaspiro[3.3]heptan-6-yl)pyridine-2-carboxamide